N=1N(N=NC1)CCC 3-(2H-tetrazol-2-yl)propan